FC(C=C)(F)OC1=CC=C(C=C1)F 1-((1,1-difluoroallyl)oxy)-4-fluorobenzene